2-(4-(ethoxycarbonyl)phenyl)isonicotinic acid methyl ester COC(C1=CC(=NC=C1)C1=CC=C(C=C1)C(=O)OCC)=O